1-(3-(trifluoromethyl)benzyl)pyrrolidin-3-amine hydrochloride Cl.FC(C=1C=C(CN2CC(CC2)N)C=CC1)(F)F